N-(4-benzylphenyl)-5-chloro-2-methoxybenzamide C(C1=CC=CC=C1)C1=CC=C(C=C1)NC(C1=C(C=CC(=C1)Cl)OC)=O